(6R,8aS)-6-[8-Amino-1-(4-{1-[3-(difluoromethyl)phenyl]-1-hydroxyethyl}-2-fluorophenyl)-imidazo[1,5-a]pyrazin-3-yl]hexahydroindolizin-3(2H)-on NC=1C=2N(C=CN1)C(=NC2C2=C(C=C(C=C2)C(C)(O)C2=CC(=CC=C2)C(F)F)F)[C@H]2CN1C(CC[C@@H]1CC2)=O